L-leucine nitrogen [N].N[C@@H](CC(C)C)C(=O)O